(S)-2-(2,6-dichlorobenzoylamino)-3-(4-(1-methyl-2-oxo-4-(trifluoromethyl)-1,2-dihydroquinolin-3-yl)naphthalen-1-yl)propionic acid ClC1=C(C(=O)N[C@H](C(=O)O)CC2=CC=C(C3=CC=CC=C23)C=2C(N(C3=CC=CC=C3C2C(F)(F)F)C)=O)C(=CC=C1)Cl